5-(((1S,2S)-1-amino-2,3-dihydro-1H-inden-2-yl)(methyl)amino)-2-(2,6-dioxopiperidin-3-yl)isoindoline-1,3-dione N[C@@H]1[C@H](CC2=CC=CC=C12)N(C=1C=C2C(N(C(C2=CC1)=O)C1C(NC(CC1)=O)=O)=O)C